2-chlorophenol TFA salt OC(=O)C(F)(F)F.ClC1=C(C=CC=C1)O